ClC=1C=C2C(=CC1)NC(C21CCN(CC1)CCOC=1C=NC(=NC1)[C@H](C)O)=O |o1:24| 5-chloro-1'-[2-({2-[(1S) or (1R)-1-hydroxyethyl]pyrimidin-5-yl}oxy)ethyl]-1,2-dihydrospiro[indole-3,4'-piperidin]-2-one